29-methyltriacontanol CC(CCCCCCCCCCCCCCCCCCCCCCCCCCCCO)C